2,5-dimethyl-1H-pyrrole-3-formaldehyde CC=1NC(=CC1C=O)C